2-{8-[(3R)-1-cyclopropylpiperidin-3-yl]-4-methyl-5,6,7,8-tetrahydropyrido[2,3-c]pyridazin-3-yl}-5-(trifluoromethyl)phenol C1(CC1)N1C[C@@H](CCC1)N1CCCC2=C1N=NC(=C2C)C2=C(C=C(C=C2)C(F)(F)F)O